4-chloromethoxy-3-hydroxybenzoic acid methyl ester COC(C1=CC(=C(C=C1)OCCl)O)=O